CN(CC(=O)NC1CC(C1)C=1C=C2C(=C(NC2=CC1)C1=CN(C(C(=C1C)C)=O)C)C(C)C)C 2-(dimethylamino)-N-(3-(3-isopropyl-2-(1,4,5-trimethyl-6-oxo-1,6-dihydropyridin-3-yl)-1H-indol-5-yl)cyclobutyl)acetamide